(2S)-N-[(1S)-1-cyano-2-[(3S)-2-oxopyrrolidin-3-yl]ethyl]-3-cyclopropyl-2-(7-oxo-4,5-dihydro-1H-pyrrolo[2,3-c]pyridin-6-yl)propanamide C(#N)[C@H](C[C@H]1C(NCC1)=O)NC([C@H](CC1CC1)N1C(C2=C(CC1)C=CN2)=O)=O